CN1C(=CC2=CC=C(C=C12)OC1=NC=C(N=C1)C1=NC(=NO1)C1=CC=C(C=C1)C(F)(F)F)C(=O)N1CCN(CC1)CC1=CC=C(C=C1)C(F)(F)F (1-methyl-6-((5-(3-(4-(trifluoromethyl)phenyl)-1,2,4-oxadiazol-5-yl)pyrazin-2-yl)oxy)-1H-indol-2-yl)(4-(4-(trifluoromethyl)benzyl)piperazin-1-yl)methanone